1,1-bis[4-(N,N-dimethylamino)phenyl]ethylene CN(C)C1=CC=C(C=C1)C(=C)C1=CC=C(C=C1)N(C)C